N,N-di(propan-2-yl)formamide CC(C)N(C=O)C(C)C